OC1[C@H](O)[C@@H](O)[C@H](O)[C@H](O1)CO D-GLUCOPYRANOSE